3-(4-(((2-(2-methyl-1H-indol-3-yl)ethyl)amino)methyl)phenyl)acrylic acid CC=1NC2=CC=CC=C2C1CCNCC1=CC=C(C=C1)C=CC(=O)O